2-(2,5-Dichlorophenyl)-N-(4-(hydroxymethyl)-2,6-dimethylphenyl)oxazole-5-carboxamide ClC1=C(C=C(C=C1)Cl)C=1OC(=CN1)C(=O)NC1=C(C=C(C=C1C)CO)C